ClC=1C(=C(N=NC1)NCC)N 5-chloro-N3-ethylpyridazine-3,4-diamine